2-(2-hydroxybenzoylamino)-5,5,7,7-tetramethyl-5,7-dihydro-4H-thieno[2,3-c]pyran-3-carboxamide OC1=C(C(=O)NC2=C(C3=C(C(OC(C3)(C)C)(C)C)S2)C(=O)N)C=CC=C1